tert-Butyl 2-(isopropylamino)-5-(3-nitrophenyl)-1H-imidazole-1-carboxylate C(C)(C)NC=1N(C(=CN1)C1=CC(=CC=C1)[N+](=O)[O-])C(=O)OC(C)(C)C